12-aminododecene-1,9-diol NCCCC(CCCCCCC=CO)O